C(C1=CC=CC=C1)OC(=O)NC12CC(C1)(C2)N2C(N1[C@@H]([C@H](N(CC1)C(=O)OC(C)(C)C)C(=O)OC)C2=O)=O (tert-butyl) 8-methyl (8S,8aS)-2-(3-(((benzyloxy)carbonyl)amino)bicyclo[1.1.1]pentan-1-yl)-1,3-dioxohexahydroimidazo[1,5-a]pyrazine-7,8(1H)-dicarboxylate